N=1C=NN2C1C=C(C=C2)OC2=CC(=C(C=C2C)NC2=NC=NC1=CC(=C(C=C21)NC(/C(=C\[C@@H]2N(CCC2)C)/F)=O)OC(F)F)OC (R,E)-N-(4-((4-([1,2,4]triazolo[1,5-a]pyridin-7-yloxy)-2-methoxy-5-methylphenyl)amino)-7-(difluoromethoxy)quinazolin-6-yl)-2-fluoro-3-(1-methylpyrrolidin-2-yl)acrylamide